COC(C=C)=O.C=CC1=CC=CC=C1 styrene (methyl)acrylate